6-ethyl-5-(isopropylamino)pyrazine C(C)C1=C(N=CC=N1)NC(C)C